N(=[N+]=[N-])C(C)(C)C1=CN=C(C2=CN=C(C=C12)Cl)OCC1C(C1)C(=O)N(C)C 2-(((4-(2-azidopropan-2-yl)-6-chloro-2,7-naphthyridin-1-yl)oxy)methyl)-N,N-dimethylcyclopropane-1-carboxamide